NC1=NC=CC(=C1)C1=C(N=CN1CC(=O)OC)C1=CC=C(C=C1)F methyl 2-[5-(2-amino-4-pyridyl)-4-(4-fluorophenyl)imidazol-1-yl]acetate